2-(4-cyclopropylisoxazol-3-yl)-2-methylpropanoic acid C1(CC1)C=1C(=NOC1)C(C(=O)O)(C)C